C(C=C)(=O)OCCCCOC1=CC=C(C(=O)OC2=C(C=CC=C2)B(O)O)C=C1 4-(4-acryloyloxybutoxy)benzoyloxyphenyl-boronic acid